N1(CCOCC1)CC(CC)=O 1-(4-morpholinyl)butanone